[Mo].[Mn].[Ni].[Cr].[C] carbon chromium-nickel-manganese-molybdenum